propoxy silicate [Si](OOCCC)([O-])([O-])[O-]